Cl.C[C@H](C1=CC=C(C=C1)[N+](=O)[O-])N (R)-α-Methyl-4-nitrobenzylamine hydrochloride